N-methyl-5-(1-((8-methyl-6-oxo-7-(trifluoromethyl)-5,6-dihydro-1,5-naphthyridin-3-yl)methyl)piperidin-4-yl)pyridine CN1CC=CC(=C1)C1CCN(CC1)CC=1C=NC=2C(=C(C(NC2C1)=O)C(F)(F)F)C